CC1=C(C=NC(=C1)C)C1COC2=C(O1)C(=CC(=C2)CN2C=NC=1C2=NC=C(C1)I)OC 3-((2-(4,6-dimethylpyridin-3-yl)-8-methoxy-2,3-dihydrobenzo[b][1,4]dioxin-6-yl)methyl)-6-iodo-3H-imidazo[4,5-b]pyridine